F[C@H]1CN(CC[C@H]1NC1=C2C=C(N(C2=CC=C1)CC(F)(F)F)C#CCNC1=C(C=C(C(=O)NC(C)C)C=C1)OC)C 4-{[3-(4-{[(3S,4R)-3-fluoro-1-methylpiperidin-4-yl]amino}-1-(2,2,2-trifluoroethyl)-1H-indol-2-yl)prop-2-yn-1-yl]amino}-3-methoxy-N-(propan-2-yl)benzamide